(3-((6,7-dimethoxyquinazolin-4-yl)methoxy)cyclopentyl)(imino)(methyl)-λ6-sulfanone COC=1C=C2C(=NC=NC2=CC1OC)COC1CC(CC1)S(=O)(C)=N